C1=CC(=C(C=C1C2=CC(=O)C3=C(C=C(C=C3O2)O[C@H]4[C@@H]([C@H]([C@@H]([C@H](O4)C(=O)O)O)O)O[C@H]5[C@@H]([C@H]([C@@H]([C@H](O5)C(=O)O)O)O)O)O)O)O The molecule is the glycosyloxyflavone resulting from the condensation of the hydroxy group at position 7 of luteolin with the 1 position of 2-O-beta-D-glucopyranuronosyl-beta-D-glucopyranosiduronic acid. It is a trihydroxyflavone, a glycosyloxyflavone, a dicarboxylic acid, a disaccharide derivative and a luteolin O-glucuronoside. It is a conjugate acid of a luteolin 7-O-[(beta-D-glucosiduronate)-(1->2)-(beta-D-glucosiduronate)].